BrC1=CC=CC=2C3=C(SC21)C=C(C=C3)C(C)(C)C 6-bromo-3-(tert-butyl)dibenzo[b,d]thiophene